(4-ethylpiperazin-1-yl)(6-(3-hydroxyphenyl)pyridin-3-yl)methanone C(C)N1CCN(CC1)C(=O)C=1C=NC(=CC1)C1=CC(=CC=C1)O